C(C1=CC=CC=C1)NC(C(=O)NCC1=CC=CC=C1)=O N,N'-dibenzyl-oxalyl-diamine